4-fluoro-1,3-dihydrospiro[indene-2,4'-piperidin]-1-amine FC1=C2CC3(CCNCC3)C(C2=CC=C1)N